5-(tetrahydropyran-4-yl)-1-(toluene-4-sulfonyl)-1H-pyrrole-3-sulfonyl chloride O1CCC(CC1)C1=CC(=CN1S(=O)(=O)C1=CC=C(C)C=C1)S(=O)(=O)Cl